(S)-1-cyano-N-(5-(4-fluorophenyl)thiazol-2-yl)pyrrolidine-3-carboxamide tert-butyl-N-[3-[(2-amino-3H-thieno[3,4-b]azepine-4-carbonyl)-propyl-amino]propyl]carbamate C(C)(C)(C)OC(NCCCN(CCC)C(=O)C1=CC=2C(N=C(C1)N)=CSC2)=O.C(#N)N2C[C@H](CC2)C(=O)NC=2SC(=CN2)C2=CC=C(C=C2)F